(R)-2-chloro-N-(3-(difluoromethyl)-1H-pyrazol-5-yl)-8-methyl-8-(trifluoromethyl)-7,8-dihydro-6H-pyrazolo[1,5-a]pyrrolo[2,3-e]pyrimidine-6-carboxamide ClC1=NN2C(N=CC3=C2[C@@](CN3C(=O)NC3=CC(=NN3)C(F)F)(C(F)(F)F)C)=C1